N[C@]1([C@@H](COC2=C(C(=CC=C12)Br)F)F)CO ((3S,4S)-4-amino-7-bromo-3,8-difluorochroman-4-yl)methanol